FC(C1=NC=C2N1CCN(C2)C(=O)OC(C)(C)C)(F)F tert-butyl 3-(trifluoromethyl)-5,6-dihydroimidazo[1,5-a]pyrazine-7(8H)-carboxylate